1-[2-chloro-4-(trifluoromethyl)phenyl]-N-[2-(dimethylamino)ethyl]-4-{2'-methoxy-[2,3'-bipyridine]-5-yl}piperidine-4-carboxamide ClC1=C(C=CC(=C1)C(F)(F)F)N1CCC(CC1)(C(=O)NCCN(C)C)C=1C=CC(=NC1)C=1C(=NC=CC1)OC